FC1=C(C=CC(=C1)F)C(CN1CCN(CC1)CCN1N=CC2=CC(=CC=C12)OC)(CN1N=CN=C1)O 2-(2,4-difluorophenyl)-1-(4-(2-(5-methoxy-1H-indazol-1-yl)ethyl)piperazin-1-yl)-3-(1H-1,2,4-triazol-1-yl)propan-2-ol